ethylenebisphenylene cyanate C(CC1=C(C=CC=C1)OC#N)C1=C(C=CC=C1)OC#N